2-((3-Nitrobenzyl)oxy)ethanol [N+](=O)([O-])C=1C=C(COCCO)C=CC1